cis-1-(2-acetylhydrazine-1-carbonyl)-N-(2-fluoro-5-(pyridazin-3-yl)-4-(trifluoromethyl)phenyl)-3-methyl-6-azabicyclo[3.1.1]heptane-6-carboxamide C(C)(=O)NNC(=O)C12CC(CC(N1C(=O)NC1=C(C=C(C(=C1)C=1N=NC=CC1)C(F)(F)F)F)C2)C